ClC1=C(C=C(C=2C3=C(NC12)CCN([C@@H]3C)C(=O)C3=NC=C(C=N3)OC)OC)Cl (R)-(6,7-dichloro-9-methoxy-1-methyl-1,3,4,5-tetrahydro-2H-pyrido[4,3-b]indol-2-yl)(5-methoxypyrimidin-2-yl)methanone